O(C(=O)CCCCCCCCC)CCCC(C)C Isohexyl Caprate